2-methyl-6-chloro-5'-methoxy-2'-(trifluoromethyl)-4,4'-bipyridine CC1=NC(=CC(=C1)C1=CC(=NC=C1OC)C(F)(F)F)Cl